C(N)(=O)[C@H]1N2C(N([C@H](C=C1C)C2)O[C@@H](C(=O)OC)F)=O methyl (2R)-2-[[(2S,5R)-2-carbamoyl-3-methyl-7-oxo-1,6-diazabicyclo[3.2.1]oct-3-en-6-yl]oxy]-2-fluoro-acetate